CNC1=NC(=NC=C1CNCC1=C(C=CC=C1)[N+](=O)[O-])SC N-methyl-2-(methylthio)-5-(((2-nitrobenzyl)amino)methyl)pyrimidin-4-amine